methyl 3-(1-(tert-butoxycarbonyl)-1,2,3,6-tetrahydropyridin-4-yl)pyrazolo[1,5-a]pyridine-6-carboxylate C(C)(C)(C)OC(=O)N1CCC(=CC1)C=1C=NN2C1C=CC(=C2)C(=O)OC